C(#N)C1=CC(=NC=C1)C1=NC=CC(=C1)C#N 4,4'-dicyano-2,2'-bipyridyl